N-methyl-4-tertiary butyl-aniline CNC1=CC=C(C=C1)C(C)(C)C